4-(((4-Methoxybenzyl)amino)methyl)-2,6-dimethyl-3-phenyl-3,6-dihydro-2H-1,2,6-thiadiazine 1,1-dioxide COC1=CC=C(CNCC=2C(N(S(N(C2)C)(=O)=O)C)C2=CC=CC=C2)C=C1